CC1=C(C=C(C(=O)NCC=2N=CN(C2)C)C=C1)NS(=O)(=O)C1=CC=C(C=C1)C 4-methyl-N-((1-methyl-1H-imidazol-4-yl)methyl)-3-((4-methylphenyl)sulfonylamino)benzamide